NC1=NC(=C(C=C1C=1C=C2CCNC(C2=CC1)=O)C1=CC=C(C=C1)N1CCC(CC1)F)F 6-(2-amino-6-fluoro-5-(4-(4-fluoropiperidin-1-yl)phenyl)pyridin-3-yl)-3,4-dihydroisoquinolin-1(2H)-one